C(C)(C)(C)OC(=O)N1CCC(CC1)C1=NC=C(C=C1)CN1N=C(C2=C1CN(C2)C2=C1C=CC=NC1=C(C=C2)C#N)C 4-(5-((5-(8-cyanoquinolin-5-yl)-3-methyl-5,6-dihydropyrrolo[3,4-c]pyrazol-1(4H)-yl)methyl)pyridin-2-yl)piperidine-1-carboxylic acid tert-butyl ester